CN1CC=2N(CC1)C1=C(C2)C=C(N=C1)NC=1C=CC(=C2CN(C(C12)=O)C(=O)OC(C)(C)C)C=1C=NN2C1C=CC(=C2)C Tert-butyl 7-((2-methyl-1,2,3,4-tetrahydropyrido[4',3':4,5]pyrrolo[1,2-a]pyrazin-8-yl) amino)-4-(6-methylpyrazolo[1,5-a]pyridin-3-yl)-1-oxoisoindoline-2-carboxylate